(isoxazol-4-yl)-N2-((1R,4R)-4-methoxycyclohexyl)pyrido[4,3-d]pyrimidine-2,5-diamine O1N=CC(=C1)C=1C2=C(N=C(N1)NC1CCC(CC1)OC)C=CN=C2N